S1C(=NC=C1)C1C2CN(CC(C(N1C)C=1SC=CN1)C2=O)CC2=NC=CC=C2 2,4-bis(thiazol-2-yl)-3-methyl-7-(pyridin-2-ylmethyl)-3,7-diaza-bicyclo[3.3.1]nonan-9-one